4-Chloro-1-(((R)-7-((2S,4R)-2-(2,5-difluorophenyl)-4-(methylamino)piperidine-1-carbonyl)-7-azaspiro[4.5]decan-10-yl)methyl)pyridin-2(1H)-one ClC1=CC(N(C=C1)C[C@@H]1CCN(CC12CCCC2)C(=O)N2[C@@H](C[C@@H](CC2)NC)C2=C(C=CC(=C2)F)F)=O